C(C)(C)N1CCN(CC1)CC1=CC=C(C(=O)NC2=CC(=C(C=C2)OCC2=NC=CC=C2)Cl)C=C1 4-((4-isopropylpiperazin-1-yl)methyl)-N-(3-chloro-4-(pyridine-2-ylmethoxy)phenyl)benzamide